FC(OC1=C(C=CC=C1)C1=CC(=NC=C1C(=O)O)CO)F 4-(2-(difluoromethoxy)phenyl)-6-(hydroxymethyl)nicotinic acid